1-ethoxy-1,3,3,3-tetramethyldisiloxane C(C)O[SiH](O[Si](C)(C)C)C